C(C1=CC=CC=C1)[C@@H](CNC(=O)C1=NN(C(N1)=O)C)CC (S)-N-(2-benzylbutyl)-1-methyl-5-oxo-4,5-dihydro-1H-1,2,4-triazole-3-carboxamide